n-butyl 4,4-bis(t-butyl peroxy)valerate C(C)(C)(C)OOC(CCC(=O)OCCCC)(C)OOC(C)(C)C